N-(2-chloro-4-fluorophenyl)-1-((4aR,8aS)-3-oxooctahydro-2H-pyrido[4,3-b][1,4]oxazine-6-carbonyl)azetidine-3-carboxamide ClC1=C(C=CC(=C1)F)NC(=O)C1CN(C1)C(=O)N1C[C@@H]2[C@@H](OCC(N2)=O)CC1